C(N)(=O)C=1C=C2C(=NC1OC1CC3(CC(C3)NC(=O)C3CN(C(C3)=O)CC3=CC=C(C=C3)Cl)C1)C=CS2 N-[6-({6-carbamoylthieno[3,2-b]pyridin-5-yl}oxy)spiro[3.3]heptan-2-yl]-1-[(4-chlorophenyl)methyl]-5-oxopyrrolidine-3-carboxamide